4-(3-fluorophenyl)-N-(3-(methylsulfonamido)phenyl)thiophene-2-carboxamide FC=1C=C(C=CC1)C=1C=C(SC1)C(=O)NC1=CC(=CC=C1)NS(=O)(=O)C